ethyl-3-(chloromethyl)-1-(tetrahydro-2H-pyran-2-yl)-1H-pyrazole C(C)C=1C(=NN(C1)C1OCCCC1)CCl